C/C/1=C\\CC/C(=C/C=C(\\CC1)/C(C)C)/C The molecule is a sesquiterpenoid derived from germacrane by dehydrogenation at the 1,2- 3,4- and 7,8-positions. It is a germacrene and a sesquiterpene.